C(C1=CC=CC=C1)OC1=CC(=C(C2=C(C=CC=C12)C)Br)N(C(OC(C)(C)C)=O)C[C@H]1OC1 tert-butyl N-[4-(benzyloxy)-1-bromo-8-methylnaphthalen-2-yl]-N-[(2R)-oxiran-2-ylmethyl]carbamate